Ethyl 3-(3-((5-(3-((4-((difluoromethyl)sulfinyl)-6-fluoro-1H-indol-5-yl)oxy)phenyl)-4H-1,2,4-triazol-3-yl)methyl)phenyl)propanoate FC(S(=O)C1=C2C=CNC2=CC(=C1OC=1C=C(C=CC1)C=1NC(=NN1)CC=1C=C(C=CC1)CCC(=O)OCC)F)F